(1R,5S)-3-oxabicyclo[3.1.0]hexan [C@@H]12COC[C@H]2C1